Cobalt(II) neodecanoat C(CCCCCC(C)(C)C)(=O)[O-].[Co+2].C(CCCCCC(C)(C)C)(=O)[O-]